N-acetyl-glycinamide C(C)(=O)NC(CN)=O